O=C1NCC2=C(C=C(C=C12)C=O)C(F)(F)F 3-oxo-7-(trifluoromethyl)-1,2-dihydroisoindole-5-carbaldehyde